(1r,3r)-3-(cyanoamino)-N-{5-[(1S,2R)-2-(trifluoromethyl)cyclohexyl]-1,3-thiazol-2-yl}cyclobutane-1-carboxamide C(#N)NC1CC(C1)C(=O)NC=1SC(=CN1)[C@@H]1[C@@H](CCCC1)C(F)(F)F